O=C1N(CCC(N1)=O)N1C(C2=CC=C(C=C2C1=O)CN1CCC(CC1)C1=CCOC2=CC(=CC=C12)F)=O 2-(2,4-dioxotetrahydropyrimidin-1(2H)-yl)-5-((4-(7-fluorochromen-4-yl)piperidin-1-yl)methyl)isoindoline-1,3-dione